cobalt(III) tris[bis(trifluoromethylsulfonyl)imide] [N-](S(=O)(=O)C(F)(F)F)S(=O)(=O)C(F)(F)F.[N-](S(=O)(=O)C(F)(F)F)S(=O)(=O)C(F)(F)F.[N-](S(=O)(=O)C(F)(F)F)S(=O)(=O)C(F)(F)F.[Co+3]